2,6-Anhydro-4-(5-bromo-6-chloro-3-cyano-2H-indazol-2-yl)-3,4,5-trideoxy-5-(isoxazole-5-carboxamido)-D-glycero-D-galacto-non-2-enonic acid BrC1=CC2=C(N(N=C2C=C1Cl)[C@H]1C=C(C(=O)O)O[C@H]([C@@H]1NC(=O)C1=CC=NO1)[C@H](O)[C@H](O)CO)C#N